S(N)([O-])(=O)=O.[In+3].S(N)([O-])(=O)=O.S(N)([O-])(=O)=O indium sulfamate